FCCOC[C@H](CC(C)C)NC(=O)C1=NC(=C(C=C1)N1CC(C1)OC)OC[C@H]1[C@H](C1)CO N-[(2S)-1-(2-fluoroethoxy)-4-methylpent-2-yl]-6-{[(1R,2S)-2-(hydroxymethyl)cyclopropyl]methoxy}-5-(3-methoxyazetidin-1-yl)pyridine-2-carboxamide